COC=1C=C(C=CC1)[C@@H](C)N (1R)-1-(3-methoxyphenyl)ethan-1-amine